CNC1=CC(=NC=C1C=1SC(=NN1)N1CCC(CC1)N1CCNCC1)N1C=CC=2C1=NC=C(C2)C#N 1-(4-(methylamino)-5-(5-(4-(piperazin-1-yl)piperidin-1-yl)-1,3,4-thiadiazol-2-yl)pyridin-2-yl)-1H-pyrrolo[2,3-b]pyridine-5-carbonitrile